ClC1=CC=C2C(=NC(NC2=C1)=O)N(C1=CC(=CC(=C1)C#CC1(CC1)C(F)(F)F)F)C 7-chloro-4-[3-fluoro-N-methyl-5-[2-[1-(trifluoromethyl)cyclopropyl]ethynyl]anilino]-1H-quinazolin-2-one